ethyl 2-(7-bromo-5-isopropoxybenzo[b]thiophen-2-yl)-4-methyl-oxazole-5-carboxylate BrC1=CC(=CC2=C1SC(=C2)C=2OC(=C(N2)C)C(=O)OCC)OC(C)C